2-chloro-6,7,8,9-tetrahydropyrimido[4,5-b]indolizine ClC=1N=CC2=C(C=C3CCCCN23)N1